[Be].[Ni] Nickel-Beryllium